(3S)-1-[2-[4-[3-[1-(5-chloropyrimidin-2-yl)-4-piperidyl]propoxy]-2-fluoro-phenyl]acetyl]-N-[(2S,3R,4R,5R)-2,3,4,5,6-pentahydroxyhexyl]pyrrolidine-3-carboxamide ClC=1C=NC(=NC1)N1CCC(CC1)CCCOC1=CC(=C(C=C1)CC(=O)N1C[C@H](CC1)C(=O)NC[C@@H]([C@H]([C@@H]([C@@H](CO)O)O)O)O)F